FC1=C(C(=C2C=CNC2=C1F)SC)OC=1C=CC(=C(C1)C1=NN(C=N1)[C@]1(CCOC2=C(C=CC=C12)CCC(=O)OCC)C)F ethyl 3-[(4S)-4-[3-[5-[(6,7-difluoro-4-methylsulfanyl-1H-indol-5-yl)oxy]-2-fluoro-phenyl]-1,2,4-triazol-1-yl]-4-methyl-chroman-8-yl]propanoate